4-(2-cyclohexylpropan-2-yl)-2,6-dihydroxy-N-(pyridin-2-yl)benzamide C1(CCCCC1)C(C)(C)C1=CC(=C(C(=O)NC2=NC=CC=C2)C(=C1)O)O